C(C)(C)(C)OOC(CC(CC(C)C)(C)C)OOC(C)(C)C 1,1-di(t-butylperoxy)-3,3,5-trimethyl-hexane